pyrido[4,3-d]pyrimidin-5-yl-N-methyl-1-(pyridin-4-yl)pyrazol-4-amine N1=CN=CC2=C1C=CN=C2C2=NN(C=C2NC)C2=CC=NC=C2